FC1=NC=CC(=C1OC)I 2-fluoro-4-Iodo-3-methoxypyridine